NC=1C=C(C=C(C1)C(F)(F)F)[C@@H](C)NC1=NC(=NC2=CC(=C(C=C12)OC[C@H]1N(CCC1)C)OC)C N-((R)-1-(3-amino-5-(trifluoromethyl)phenyl)ethyl)-7-methoxy-2-methyl-6-(((S)-1-methylpyrrolidin-2-yl)methoxy)quinazolin-4-amine